ClC1=C2C(=NC=C1OC=1C=NC=3N(C1)C(=NC3)C3CC3)N=C(N2C)NC=2C(N(C=C(C2)C2CC2)C)=O 3-((7-chloro-6-((6-cyclopropylimidazo[1,5-a]pyrimidin-3-yl)oxy)-1-methyl-1H-imidazo[4,5-b]pyridin-2-yl)amino)-5-cyclopropyl-1-methylpyridin-2(1H)-one